5-((4-(((S)-2-hydroxy-1-phenylethyl)amino)-5-(3-morpholino-1,2,4-oxadiazol-5-yl)pyridin-2-yl)amino)-3-methylisoindolin-1-one OC[C@H](C1=CC=CC=C1)NC1=CC(=NC=C1C1=NC(=NO1)N1CCOCC1)NC=1C=C2C(NC(C2=CC1)=O)C